N-(5-amino-2-hydroxyphenyl)-4-[2-[4-[(4-aminophenyl)carbamoyl]phenyl]-propan-2-yl]benzamide NC=1C=CC(=C(C1)NC(C1=CC=C(C=C1)C(C)(C)C1=CC=C(C=C1)C(NC1=CC=C(C=C1)N)=O)=O)O